C1(=CC=CC=C1)S(=O)(=O)NC(C=C)=O N-benzenesulfonylacrylamide